Benzyl o-toluate CC1=CC=CC=C1C(=O)OCC2=CC=CC=C2